N-(2-methoxypyridin-4-yl)-4-((2-methyl-4-phenylthiazol-5-yl)oxy)pyridin-2-amine COC1=NC=CC(=C1)NC1=NC=CC(=C1)OC1=C(N=C(S1)C)C1=CC=CC=C1